2-(3-((benzyloxy)methyl)-4-ethyl-5-oxo-4,5-dihydro-1H-1,2,4-triazol-1-yl)-8-bromo-6-(2-chloro-6-fluorophenyl)-3-fluoro-1,6-naphthyridin-5(6H)-one C(C1=CC=CC=C1)OCC1=NN(C(N1CC)=O)C1=NC=2C(=CN(C(C2C=C1F)=O)C1=C(C=CC=C1F)Cl)Br